(E)-ethyl 3-(3-((tert-butoxycarbonyl(4-(trifluoromethyl)oxazol-2-yl)amino)methyl)phenyl)acrylate C(C)(C)(C)OC(=O)N(C=1OC=C(N1)C(F)(F)F)CC=1C=C(C=CC1)/C=C/C(=O)OCC